FC=1C=CC2=C(CN(C3=NC4=C(C(NCCS2(=O)=O)=O)C=NN4C=C3)C)C1 11-fluoro-14-methyl-6,7,13,14-tetrahydro-1,15-ethenopyrazolo[4,3-f][1,4,8,10]benzothiatriazacyclotridecin-4(5H)-one 8,8-dioxide